2-(4-(trifluoromethyl)phenyl)piperidine FC(C1=CC=C(C=C1)C1NCCCC1)(F)F